(3S,6S,7R,8R)-3-[[[4-methoxy-3-[[(2-methylpropoxy) carbonyl] oxy]-2-pyridyl] carbonyl] amino]6-Methyl-4,9-dioxo-8-(phenylmethyl)-1,5-dioxacyclononan-7-yl 2-methylpropionate CC(C(=O)O[C@H]1[C@@H](OC([C@H](COC([C@@H]1CC1=CC=CC=C1)=O)NC(=O)C1=NC=CC(=C1OC(=O)OCC(C)C)OC)=O)C)C